1,2,3,4-tetrahydro-1-naphthylamine C1(CCCC2=CC=CC=C12)N